[N+](=O)([O-])C1=C(C(=CC(=C1)[N+](=O)[O-])[N+](=O)[O-])N[N+](=O)[O-] (2,4,6-trinitrophenyl)nitramide